tert-butyl 4-((1-(2-(2,6-dioxopiperidin-3-yl)-1,3-dioxoisoindolin-5-yl)piperidin-4-yl)oxy)piperidine-1-carboxylate O=C1NC(CCC1N1C(C2=CC=C(C=C2C1=O)N1CCC(CC1)OC1CCN(CC1)C(=O)OC(C)(C)C)=O)=O